FC1=CC=CC=2C(=NCC(OC21)(C)C)C=2C=NC1=CC=CC=C1C2 9-Fluoro-2,2-dimethyl-5-(chinolin-3-yl)-2,3-dihydro-1,4-benzoxazepin